O1CCN(CC1)C1=CC=C(S1)\C=C/1\C(=NOC1=O)C(F)(F)F (Z)-4-((5-morpholinothiophen-2-yl)methylene)-3-(trifluoromethyl)isoxazol-5(4H)-one